C(C)(C)(C)[Si](C)(C)OC(CBr)CBr tert-butyl-((1,3-dibromoprop-2-yl)oxy)dimethylsilane